p-ethylbenzyl ether C(C)C1=CC=C(COCC2=CC=C(C=C2)CC)C=C1